6-(PYRROLIDIN-1-YL)PYRIDINE-2-BORONIC ACID N1(CCCC1)C1=CC=CC(=N1)B(O)O